OC1C[C@H]2C([C@H]2C1)NC(=O)C1=CC(=NN1[C@@H](C)C=1C=C(C=CC1)C)C(=O)NC N5-((1R,3S,5S,6r)-3-Hydroxybicyclo[3.1.0]hexan-6-yl)-N3-methyl-1-((S)-1-(m-tolyl)ethyl)-1H-pyrazole-3,5-dicarboxamide